3-(2-((2-Hexyldecanoyl)oxy)ethyl)-14-(1H-imidazol-4-yl)-4,13-dioxo-5,12-dioxa-8,9-dithia-3-azatetradecyl 2-hexyldecanoate C(CCCCC)C(C(=O)OCCN(C(OCCSSCCOC(CC=1N=CNC1)=O)=O)CCOC(C(CCCCCCCC)CCCCCC)=O)CCCCCCCC